NC=1C=2C(C(NN1)=O)=NN(C2C2=CC(=C(C(=O)NC1CCC1)C=C2)OC)C2=CC=C(C=C2)NC(C(=C)F)=O 4-(4-amino-2-(4-(2-fluoroacrylamido)phenyl)-7-oxo-6,7-dihydro-2H-pyrazolo[3,4-d]pyridazin-3-yl)-N-cyclobutyl-2-methoxybenzamide